C(C)(C)(C)OC(=O)NC1(CN(CC1)C1=C(COC(C)=O)C=CC=C1F)C Acetic acid 2-(3-tert-butoxycarbonylamino-3-methyl-pyrrolidin-1-yl)-3-fluoro-benzyl ester